C(C)(C)(C)OC(=O)N1CC([C@@H](CC1)N1CCN(CC1)C1=CC=CC=2NC(N(C21)C)=O)(F)F (4R)-3,3-difluoro-4-[4-(3-methyl-2-oxo-1H-benzimidazol-4-yl)piperazin-1-yl]piperidine-1-carboxylic acid tert-butyl ester